1-Butyl-5-(diaminomethylene)-3-(4-((5,5-dimethyl-2,4-dioxoimidazolidin-1-yl)methyl)-4-(hydroxymethyl)cyclohexyl)pyrimidine-2,4,6(1H,3H,5H)-trione C(CCC)N1C(N(C(C(C1=O)=C(N)N)=O)C1CCC(CC1)(CO)CN1C(NC(C1(C)C)=O)=O)=O